1-chloro-3,5-tridecadiene ClCCC=CC=CCCCCCCC